6-((5-Chloro-3-(2,2-difluoroethoxy)pyridin-2-yl)methoxy)imidazo[1,2-b]pyridazine-2-carboxylic acid ClC=1C=C(C(=NC1)COC=1C=CC=2N(N1)C=C(N2)C(=O)O)OCC(F)F